N1C(CC2N1C=CC=C2)N tetrahydropyrazolo[1,5-a]pyridin-2-amine